(R)-4-benzyl-2-((methylsulfonyl)methyl)morpholine C(C1=CC=CC=C1)N1C[C@@H](OCC1)CS(=O)(=O)C